(S)-1-(2-(3-ethyl-5-oxomorpholino)-6-(2-(hydroxymethyl)-1H-pyrrolo[3,2-b]pyridin-5-yl)pyridin-4-yl)-N,N-dimethylmethanesulfonamide C(C)[C@H]1COCC(N1C1=NC(=CC(=C1)CS(=O)(=O)N(C)C)C1=CC=C2C(=N1)C=C(N2)CO)=O